BrCOC Bromo-methoxy-methane